6,7-dichloro-3-(tetrahydropyran-3-ylmethyl)-4,9-dihydro-1H-pyrrolo[3,2-h][2,1,3]benzothiadiazine 2,2-dioxide ClC=1C2=C(C3=C(CN(S(N3)(=O)=O)CC3COCCC3)C1)NC=C2Cl